P(=O)(OCC)(OCC)OC1=C(C(=CC=C1O)O)C1=C(C=CC2=CC=C(C=C12)OC)O diethyl (3,6-dihydroxy-2-(2-hydroxy-7-methoxynaphthalen-1-yl) phenyl) phosphate